ClC1=C(CNC2CC3=C(C=CC(=C3CC2)OC)OC)C=CC=C1Cl N-(2,3-dichlorobenzyl)-5,8-dimethoxy-1,2,3,4-tetrahydronaphthalen-2-amine